FC(C1(CCCCC1)OCCNC1=C(NC=C1)C(=O)OCC)(F)F Ethyl 3-((2-((1-(trifluoromethyl) cyclohexyl) oxy) ethyl) amino)-1H-pyrrole-2-carboxylate